1-(6-(4-isopropyl-4H-1,2,4-triazol-3-yl)pyridin-2-yl)-3-(quinolin-8-yl)urea C(C)(C)N1C(=NN=C1)C1=CC=CC(=N1)NC(=O)NC=1C=CC=C2C=CC=NC12